C(C)(C)(C)OC(NC12CC(C1)(C2)NC(COC2=CC1=C(OC(O1)(F)F)C=C2)=O)=O (3-{2-[(2,2-difluoro-2H-1,3-benzodioxol-5-yl)oxy]acetamido}bicyclo[1.1.1]pentan-1-yl)carbamic acid tert-butyl ester